BrC1=NC=CC(=C1)N1CCN(CC1)CC (2-bromopyridin-4-yl)-4-ethylpiperazine